(3,4-Dichlorophenyl)(4,5,6,9,10,12-hexahydro-11H-[1,2]oxazolo[5,4-c]pyrido[4',3':3,4]-pyrazolo[1,5-a]azepin-11-yl)methanone ClC=1C=C(C=CC1Cl)C(=O)N1CC=2C(=NN3C2C2=C(CCC3)C=NO2)CC1